methyl 4-[(2E)-4-[(tert-butoxycarbonyl)(methyl)amino] but-2-enamido]benzoate C(C)(C)(C)OC(=O)N(C/C=C/C(=O)NC1=CC=C(C(=O)OC)C=C1)C